ethylnaphthalenyl methacrylate C(C(=C)C)(=O)OC1=C(C=CC2=CC=CC=C12)CC